BrC1=CC(=NC=C1)OC1CC(C1)OC1CCN(CC1)C1(CC1)C1CCN(CC1)C(=O)OC(C)(C)C tert-butyl 4-[1-[4-[3-[(4-bromo-2-pyridyl)oxy] cyclobutoxy]-1-piperidyl] cyclopropyl]piperidine-1-carboxylate